CC1=NC=C(C=C1C1=C2CCN(C(C2=CC(=C1)CCN(C)CC(C)O)=O)[C@@H](C)C1=NC=C(C#N)C(=C1)OCC)C 6-((1S)-1-(5-(2,5-dimethylpyridin-3-yl)-7-(2-((2-hydroxypropyl)(methyl)amino)ethyl)-1-oxo-3,4-dihydroisoquinolin-2(1H)-yl)ethyl)-4-ethoxynicotinonitrile